C(C1=CC=CC=C1)N(C(COC)C1=NN=C(N1)C=1N(C2=C(C(=C(C=C2C1N1C=NC=C1)OC)Cl)F)C)C N-benzyl-1-(5-(6-chloro-7-fluoro-3-(1H-imidazol-1-yl)-5-methoxy-1-methyl-1H-indol-2-yl)-4H-1,2,4-triazol-3-yl)-2-methoxy-N-methylethan-1-amine